C(C)(=O)O[C@H]1[C@H](N(C[C@@H]1OC(=O)OC(C)(C)C)C(=O)OC(C)(C)C)CC1=CC=C(C=C1)OC(F)F tert-butyl (2R,3S,4S)-3-(acetyloxy)-4-[(tert-butoxycarbonyl)oxy]-2-{[4-(difluoromethoxy)phenyl]methyl}pyrrolidine-1-carboxylate